BrC/C=C/C(=O)NC1CCOCC1 (E)-4-Bromo-N-(tetrahydro-2H-pyran-4-yl)but-2-enamide